C(C)C1(C=O)CC(=CC(=C1)CC)CC 1,3,5-triethylbenzaldehyde